Difluoromethyl-pyridin FC(F)C1=NC=CC=C1